Methyl 2-amino-5-chloro-4-(4,4,5,5-tetramethyl-1,3,2-dioxaborolan-2-yl)benzoate NC1=C(C(=O)OC)C=C(C(=C1)B1OC(C(O1)(C)C)(C)C)Cl